N1=CC(=C(C=C1)N)N pyridine-3,4-diamine